N-cyclopropyl-5-[[3-(ethylsulfamoyl-amino)-2-fluorophenyl]methyl]-2-(2-fluoro-4-iodoanilino)-1-methyl-6-oxopyridine-3-carboxamide C1(CC1)NC(=O)C1=C(N(C(C(=C1)CC1=C(C(=CC=C1)NS(NCC)(=O)=O)F)=O)C)NC1=C(C=C(C=C1)I)F